C(#N)[C@H](CC1=CC=C(C=C1)C=1C=CC2=C(N(C(O2)=O)C)C1)NC(=O)[C@H]1OCCCNC1 (2S)-N-{(1S)-1-cyano-2-[4-(3-methyl-2-oxo-2,3-dihydro-1,3-benzoxazol-5-yl)phenyl]ethyl}-1,4-oxaazepane-2-carboxamide